tert-butyl (2R,5S)-4-(7-(4-cyanopyridin-2-yl)-5-isopropyl-7H-pyrrolo[2,3-d]pyrimidin-4-yl)-2,5-dimethylpiperazine-1-carboxylate C(#N)C1=CC(=NC=C1)N1C=C(C2=C1N=CN=C2N2C[C@H](N(C[C@@H]2C)C(=O)OC(C)(C)C)C)C(C)C